CN1N=NC=C1B1OC(C(O1)(C)C)(C)C 1-methyl-5-(4,4,5,5-tetramethyl-1,3,2-dioxaborolan-2-yl)-1H-1,2,3-triazole